2-(3-chloro-6-(2-(2-fluoro-5-(trifluoromethoxy)benzyl)-2H-tetrazol-5-yl)pyridin-2-yl)-2-hydroxypropane-1-sulfonamide ClC=1C(=NC(=CC1)C=1N=NN(N1)CC1=C(C=CC(=C1)OC(F)(F)F)F)C(CS(=O)(=O)N)(C)O